C1(=CC=CC=C1)N1C(=NC2=C1C(=CC=C2OC)C2=NC1=C3N=CC=CC3=CC=C1C=C2)C2=CC=CC=C2 1,2-diphenyl-4-methoxy-7-(1,10-phenanthroline-2-yl)-1H-benzimidazole